FC=1C=C(C=CC1F)N1C(C=CCC12CCN(CC2)C(=O)OC(C)(C)C)=O tert-butyl 1-(3,4-difluorophenyl)-2-oxo-1,9-diazaspiro[5.5]undec-3-ene-9-carboxylate